FC(OC=1C=C(C=CC1)C=1C=CC2=C([C@H]3N(CC[C@@H]2C3)CCCO)C1)(F)F 3-((1S,5R)-8-(3-(Trifluoromethoxy)phenyl)-1,3,4,5-tetrahydro-2H-1,5-methanobenzo[c]azepin-2-yl)propan-1-ol